(E)-2-((E)-4-fluorobenzylidene)-6-methoxy-2,3-dihydro-1H-inden-1-one oxime FC1=CC=C(\C=C/2\C(\C3=CC(=CC=C3C2)OC)=N/O)C=C1